4,5,6,7-Tetrafluoro-2-((1R,2R,3R,5S)-2,6,6-trimethylbicyclo[3.1.1]heptan-3-yl)isoindoline-1,3-dione FC1=C2C(N(C(C2=C(C(=C1F)F)F)=O)[C@H]1[C@@H]([C@@H]2C([C@H](C1)C2)(C)C)C)=O